C(C)(=O)N1CCN(CC1)C=1C=C(C=CC1)CC(=O)NC(C=1OC(=CC1)C)C1=C(C=C(C=C1)C)N1CCCCC1 2-[3-(4-acetylpiperazin-1-yl)phenyl]-N-{[4-methyl-2-(piperidin-1-yl)phenyl](5-methylfuran-2-yl)methyl}acetamide